COCCBr 2-Bromoethyl methyl ether